N1=CC=C(C2=CC=CC=C12)C=1C=NN2C1N=CC(=C2)C2=CC=C(C=C2)N2CCN(CC2)CC2=C(C=CC=C2)NC2C(NC(CC2)=O)=O 3-((2-((4-(4-(3-(quinolin-4-yl)pyrazolo[1,5-a]pyrimidin-6-yl)phenyl)piperazin-1-yl)methyl)phenyl)amino)piperidine-2,6-dione